CC1=NN(C=C1N1CCN(CC1)CCN1CCOCC1)C1=CC=C(C=C1)OC(F)(F)F 4-[2-[4-[3-methyl-1-[4-(trifluoromethoxy)phenyl]pyrazol-4-yl]piperazin-1-yl]ethyl]morpholine